methyl 4-bromo-5-(2-bromophenoxy)-2-nitrobenzoate BrC1=CC(=C(C(=O)OC)C=C1OC1=C(C=CC=C1)Br)[N+](=O)[O-]